N-cyclopropyl-3-(6-((1-hydroxy-2-methylpropan-2-yl)amino)-5-(piperidin-1-yl)pyridin-3-yl)-4-methylbenzamide C1(CC1)NC(C1=CC(=C(C=C1)C)C=1C=NC(=C(C1)N1CCCCC1)NC(CO)(C)C)=O